4-ethyl-3-hydroxyhept-6-enoic acid ethyl ester C(C)OC(CC(C(CC=C)CC)O)=O